N[C@@H](C(C)C)C(=O)OC[C@H]1O[C@@]([C@@H]([C@@H]1OC(C)=O)O)(C#N)C1=CC=C2C(=NC=NN21)N ((2R,3S,4R,5R)-3-acetoxy-5-(4-aminopyrrolo[2,1-f][1,2,4]triazin-7-yl)-5-cyano-4-hydroxytetrahydrofuran-2-yl)methyl L-valinate